methyl 5-amino-2-bromo-4-iodo-benzoate NC=1C(=CC(=C(C(=O)OC)C1)Br)I